ClC1=C(CC=2C(OC3=CC(=CC=C3C2C)OCC(CN2CCC(CC2)C(=O)N)O)=O)C=CC(=C1)F 1-(3-((3-(2-chloro-4-fluorobenzyl)-4-methyl-2-oxo-2H-chromen-7-yl)oxy)-2-hydroxypropyl)piperidine-4-carboxamide